OP1(C(CC2(OCC(CO2)(C)C)CC1(C)C)(C)C)=O 9-hydroxy-3,3,8,8,10,10-hexamethyl-1,5-dioxa-9-phosphaspiro[5.5]undecane 9-oxide